4-[(3-bromo-2-methoxyphenyl)amino]-6-chloro-N-(2H3)methylpyridazine-3-carboxamide BrC=1C(=C(C=CC1)NC1=C(N=NC(=C1)Cl)C(=O)NC([2H])([2H])[2H])OC